S1C2=C(C=C1)C=CC=C2.[O] oxygen benzo[b]-thiophene